COC(=O)N1C(CN(CC1)C(=O)[C@H]1N(CC(C1)C1=CC(=C(C=C1)OC(F)F)OCC1CC1)C(C)=O)C 4-((2S)-1-acetyl-4-(3-(cyclopropylmethoxy)-4-(difluoromethoxy)phenyl)pyrrolidine-2-carbonyl)-2-methylpiperazine-1-carboxylic acid methyl ester